FC(C1=NN=C(S1)CN1C(=NC2=C1C=CC(=C2)F)N2C[C@H]([C@@H](CC2)F)N)F (3R,4R)-1-(1-((5-(Difluoromethyl)-1,3,4-thiadiazol-2-yl)methyl)-5-fluoro-1H-benzo[d]imidazol-2-yl)-4-fluoropiperidin-3-amin